O=C1NC(CCC1N1CC2=CC=C(C=C2C1=O)NS(=O)(=O)C1=C(C=CC=C1)C)=O N-(2-(2,6-dioxopiperidin-3-yl)-3-oxoisoindolin-5-yl)-2-methylbenzenesulfonamide